FC1(CN2C=3C(=C(SC3C(N[C@@H](C2)[C@@H]2OCCCC2)=O)C=2C=NNC2)C1)F (S)-4,4-difluoro-2-(1H-pyrazol-4-yl)-7-((R)-tetrahydro-2H-pyran-2-yl)-4,5,7,8-tetrahydro-3H-1-thia-5a,8-diazabenzo[cd]azulen-9(6H)-one